2,3,5,6-tetrafluorobenzenesulfonyl chloride FC1=C(C(=C(C=C1F)F)F)S(=O)(=O)Cl